FC=1C(=C2CN(C(C2=CC1)=O)C1C(NC(CC1)=O)=O)N1CCC(CC1)CN1CCNCC1 3-[5-fluoro-1-oxo-4-[4-(piperazin-1-ylmethyl)-1-piperidyl]isoindolin-2-yl]piperidine-2,6-dione